S(N)(OC[C@@H]1[C@H](C[C@@H](C1)NC1=NC=NC=C1C(=O)C=1SC(=C(C1)S(=O)(=O)C1=CC(=CC=C1)Cl)C)O)(=O)=O [(1R,2S,4R)-4-{[5-({4-[(3-chlorophenyl)sulfonyl]-5-methyl-2-thienyl}carbonyl)pyrimidin-4-yl]amino}-2-hydroxycyclopentyl]methyl sulfamate